C(#N)C=1C(=NC(=NC1)N[C@H]1C[C@H](CCC1)N1C=NC=2C1=NC(=CC2)C#N)C=2C=NN(C2)CC(F)F 3-((1S,3R)-3-((5-cyano-4-(1-(2,2-difluoroethyl)-1H-pyrazol-4-yl)pyrimidin-2-yl)amino)cyclohexyl)-3H-imidazo[4,5-b]pyridine-5-carbonitrile